(6aR,9R)-1,5-dibromo-7-methyl-4,6,6a,7,8,9-hexahydroindolo[4,3-fg]quinoline-9-carboxylic acid BrC1=CC=C2NC(=C3C2=C1C1=C[C@H](CN([C@@H]1C3)C)C(=O)O)Br